ClC1=CC=C2C(=N1)C(=CN2)NC2=NC1=C(N2)C=CC(=C1)C1CCOCC1 N-(5-chloro-1H-pyrrolo[3,2-b]pyridin-3-yl)-5-(tetrahydro-2H-pyran-4-yl)-1H-benzo[d]imidazole-2-amine